COP(O)(=O)\C=C\C1=CC2=C(OCO2)C=C1 (E)-2-(benzo[d][1,3]dioxol-5-yl)vinyl-phosphonic acid monomethyl ester